C(C)N(C(=O)C=1SC=CC1)CC N,N-diethylthiophene-2-carboxamide